(E)-N-(1-Cyclopentyl-3-(2-(4,4-difluorocyclohexyl)vinyl)-1H-pyrrolo[2,3-b]pyridin-5-yl)acrylamide C1(CCCC1)N1C=C(C=2C1=NC=C(C2)NC(C=C)=O)\C=C\C2CCC(CC2)(F)F